C(C)O[Si](CCCNC(=O)NCCC[Si](OCC)(OCC)OCC)(OCC)OCC N,N'-bis(3-triethoxysilylpropyl)urea